(S)-4-(6-chloro-7-(2-fluorophenyl)-1-(1-isopropyl-4-methyl-1H-pyrazol-5-yl)-2-oxo-1,2-dihydropyrido[2,3-d]pyrimidin-4-yl)-3-methylpiperazine-1-carboxylic acid ClC1=CC2=C(N(C(N=C2N2[C@H](CN(CC2)C(=O)O)C)=O)C2=C(C=NN2C(C)C)C)N=C1C1=C(C=CC=C1)F